C(CCCCC)C1CC=C(C=CC(C(CC(CC(C(CC(C1)=O)O)C)OCC=O)C)=O)C 16-hexyl-4-hydroxy-5,9,13-trimethyl-7-(2-oxoethyl)oxycyclohexadec-11,13-diene-2,10-dione